3-amino-3-{[3-methyl-1-oxo-1-(propan-2-yloxy)pentan-2-yl]carbamoyl}propanoic acid NC(CC(=O)O)C(NC(C(OC(C)C)=O)C(CC)C)=O